(R)-4-((1-((tert-butyldimethylsilyl)oxy)-2-methylhex-2-yl)amino)-2-((2,4-dimethoxybenzyl)amino)-7-fluoroquinoline-3-carboxylic acid ethyl ester C(C)OC(=O)C=1C(=NC2=CC(=CC=C2C1N[C@@](CO[Si](C)(C)C(C)(C)C)(CCCC)C)F)NCC1=C(C=C(C=C1)OC)OC